CC1=NC2=C(C=CC=C2C=C1)NC(=O)C=1SC=CC1 N-(2-Methylquinolin-8-yl)thiophene-2-carboxamide